diphenoxyisobutoxyPhosphine O(C1=CC=CC=C1)P(OCC(C)C)OC1=CC=CC=C1